tert-Butyl 4-((2-((2,4-dichlorophenoxy)methyl)pyridin-4-yl)methyl)piperidine-1-carboxylate ClC1=C(OCC2=NC=CC(=C2)CC2CCN(CC2)C(=O)OC(C)(C)C)C=CC(=C1)Cl